ClC1=NN2C(N=CC(=C2[C@H](C)OC)NC(=O)NC=2C(=NC=C(C2)C(F)(F)F)OCC=O)=C1 (S)-1-(2-chloro-7-(1-methoxyethyl)pyrazolo[1,5-a]pyrimidin-6-yl)-3-(2-(2-oxoethoxy)-5-(trifluoromethyl)pyridine-3-yl)urea